mono-BOCdiaminobenzene C(=O)(OC(C)(C)C)C=1C(=C(C=CC1)N)N